N[C@H](CC1=C(C2=C(N=C(N=C2NCC=2SC=CC2)Cl)N1C1=CC=C(C=C1)OC)F)C 6-[(2S)-2-aminopropyl]-2-chloro-5-fluoro-7-(4-methoxyphenyl)-N-[(thiophen-2-yl)methyl]-7H-pyrrolo[2,3-d]pyrimidin-4-amine